palladium ditolylphosphine diacetate C(C)(=O)[O-].C(C)(=O)[O-].C1(=C(C=CC=C1)PC1=C(C=CC=C1)C)C.[Pd+2]